NCC1=CC=C(C=C1)/C(/C(=O)NC(CC=1C(=C(C(=O)O)C=CC1)O)B(O)O)=N/O (Z)-3-(2-(2-(4-(aminomethyl)phenyl)-2-(hydroxyimino)acetamido)-2-boronoethyl)-2-hydroxybenzoic acid